(S)-2-fluoro-4-(6-(4-methylthiophen-3-yl)-2-((pyrrolidin-3-ylmethyl)amino)quinazolin-4-yl)benzonitrile FC1=C(C#N)C=CC(=C1)C1=NC(=NC2=CC=C(C=C12)C1=CSC=C1C)NC[C@@H]1CNCC1